[Sn].[Zn].[Na] sodium zinc tin